F[C@H]([C@]1(CN(CC1)C(C)(C)C=1C=NC(=CC1)C)CCC=1SC(=CC1)F)NC(OC(C)C)=O |o1:2| isopropyl ((R)-fluoro((R or S)-3-(2-(5-fluoro-thiophen-2-yl)ethyl)-1-(2-(6-methylpyridin-3-yl)propan-2-yl)pyrrolidin-3-yl)methyl)carbamate